2-((tert-butyldimethylsilyl)oxy)-N-(7,8-dichloro-6-(difluoromethyl)-1-methyl-2-oxo-1,2,3,4,5,6-hexahydroazepino[4,5-b]indol-10-yl)acetamide [Si](C)(C)(C(C)(C)C)OCC(=O)NC=1C=2C3=C(N(C2C(=C(C1)Cl)Cl)C(F)F)CCNC(C3C)=O